((3aR,4R,6aS)-2,2-dimethyltetrahydrofuro[3,4-d][1,3]dioxol-4-yl)methyl ((4-aminophenyl)(imino)methyl)carbamate NC1=CC=C(C=C1)C(=N)NC(OC[C@H]1OC[C@@H]2OC(O[C@@H]21)(C)C)=O